2-methoxy-3-({5-[5-(trifluoromethyl)-1,2,4-oxadiazol-3-yl]pyridin-2-yl}methoxy)pyridine COC1=NC=CC=C1OCC1=NC=C(C=C1)C1=NOC(=N1)C(F)(F)F